ClC1=C2C(=NN(C2=CC=C1)S(=O)(=O)C1=CC=C(C=C1)C(C)(F)F)N1CC2(C1)CCC2(F)F 4-chloro-3-(7,7-difluoro-2-azaspiro[3.3]heptan-2-yl)-1-[4-(1,1-difluoroethyl)phenyl]sulfonyl-indazole